tert-butyl N-[(1S)-5-[2-(2-aminopyridin-3-yl)-5-bromoimidazo[4,5-b]pyridin-3-yl]-2,3-dihydro-1H-inden-1-yl]carbamate NC1=NC=CC=C1C1=NC=2C(=NC(=CC2)Br)N1C=1C=C2CC[C@@H](C2=CC1)NC(OC(C)(C)C)=O